2-[2-(aminomethyl)-3,3-difluoro-allyl]-5-methyl-4-[[5-(4-piperazin-1-ylphenyl)-2-thienyl]methyl]-1,2,4-triazol-3-one di-trifluoroacetate FC(C(=O)O)(F)F.FC(C(=O)O)(F)F.NCC(CN1N=C(N(C1=O)CC=1SC(=CC1)C1=CC=C(C=C1)N1CCNCC1)C)=C(F)F